C(C)(C)[Si](C#CC1=CC=CC2=CC=CC(=C12)B1OC(C(O1)(C)C)(C)C)(C(C)C)C(C)C triisopropyl((8-(4,4,5,5-tetramethyl-1,3,2-dioxaborolane-2-yl)naphth-1-yl)ethynyl)silane